C(CCCCCCC)OC([C@@H](C)OC1=C(C=C(C=C1)Cl)C)=O (R)-2-(4-chloro-2-methylphenoxy)propionic acid octyl ester